ClCC(CCl)OP(OC(CCl)CCl)(OC(CCl)CCl)=O phosphoric acid tris(1,3-dichloro-2-propyl) ester